4-(3-iodo-1-isopropyl-1H-pyrazol-4-yl)pyrimidine IC1=NN(C=C1C1=NC=NC=C1)C(C)C